CC1(C=C(C(N(C1C)C1=CC(=CC=C1)C(F)(F)F)=O)C(=O)NC1[C@H](C1)C1=CC=CC=C1)C(=O)NC 5,N5,6-trimethyl-2-oxo-N3-[(2R)-2-phenylcyclopropyl]-1-[3-(trifluoromethyl)-phenyl]-1,2-dihydropyridine-3,5-dicarboxamide